di-tert-butyl-hydroxytoluene C(C)(C)(C)C(C1=CC=CC=C1)(O)C(C)(C)C